OC1=C(C=C(C=C1)CC(C=C)=O)OC (4-hydroxy-3-methoxyphenyl)but-3-en-2-one